FC1=CN=C2N1C=C(C=C2C(=O)O)CNC2(CCC2)C 3-fluoro-6-(((1-methylcyclobutyl)amino)methyl)imidazo[1,2-a]pyridine-8-carboxylic acid